7-methoxy-1-methyl-2-[1-pent-4-enyl-6-[(1R)-1-(pent-4-enylamino)ethyl]Pyrrolo[2,3-b]Pyridin-2-yl]Benzimidazole-5-carboxylic acid methyl ester COC(=O)C1=CC2=C(N(C(=N2)C2=CC=3C(=NC(=CC3)[C@@H](C)NCCCC=C)N2CCCC=C)C)C(=C1)OC